2-(benzoylamino)-N-(4-bromophenyl)-1,3-selenazole-5-carboxamide C(C1=CC=CC=C1)(=O)NC=1[Se]C(=CN1)C(=O)NC1=CC=C(C=C1)Br